(S)-(4-(7-(difluoromethyl)pyrazolo[1,5-a]pyridin-2-yl)-6,7-dihydro-1H-imidazo[4,5-c]pyridin-5(4H)-yl)(5-(1-methyl-1H-pyrazol-3-yl)-1,3,4-oxadiazol-2-yl)methanone FC(C1=CC=CC=2N1N=C(C2)[C@H]2N(CCC1=C2N=CN1)C(=O)C=1OC(=NN1)C1=NN(C=C1)C)F